FC1=C(C=CC(=N1)C(=O)NC)O[C@@H]1[C@H](N(C1)CC=1C=CC=2C3=C(C(NC2C1F)=O)CCO3)C 6-fluoro-5-{[(2R,3S)-1-({6-fluoro-4-oxo-2H,3H,5H-furo[3,2-c]quinolin-7-yl}methyl)-2-methylazetidin-3-yl]oxy}-N-methylpyridine-2-carboxamide